4-bromophenethylamine BrC1=CC=C(CCN)C=C1